tert-butyl ((1r,3r)-3-hydroxycyclobutyl)(methyl)carbamate OC1CC(C1)N(C(OC(C)(C)C)=O)C